3-bromohexylthiophene BrC(CCC=1SC=CC1)CCC